DIAZINE-AMIDE N1=NC(=CC=C1)C(=O)N